C(N)(=O)C1(CCCCC1)NC(C(=O)C1=C(C(=C(N1C)C)C(=O)NC=1C=NC(=CC1)F)C)=O 5-(2-((1-carbamoylcyclohexyl)amino)-2-oxoacetyl)-N-(6-fluoropyridin-3-yl)-1,2,4-trimethyl-1H-pyrrole-3-carboxamide